(3S,4S)-N-(2-((cis)-4-(2-chloro-4-fluorophenyl)cyclohexyl)ethyl)-3-methoxytetrahydro-2H-pyran-4-amine ClC1=C(C=CC(=C1)F)[C@H]1CC[C@H](CC1)CCN[C@@H]1[C@@H](COCC1)OC